FC1(CCN(CC1)C1=CC(=NC=2N1N=CC2)NC(C2=C(C=C(C=C2)S(=O)(=O)C)N2CCC1(CC1)CC2)=O)F N-(7-(4,4-difluoropiperidin-1-yl)pyrazolo[1,5-a]pyrimidin-5-yl)-4-(methylsulfonyl)-2-(6-azaspiro[2.5]octan-6-yl)benzamide